2-(pyrazin-2-yl)-[1,3]oxazolo[5,4-b]pyridin-6-ol N1=C(C=NC=C1)C=1OC2=NC=C(C=C2N1)O